7-methoxy-2-(tetrahydro-2H-pyran-4-yl)-N-(3-(1,1,2-trifluoroethyl)phenyl)imidazo[1,2-a]pyridine-6-carboxamide COC1=CC=2N(C=C1C(=O)NC1=CC(=CC=C1)C(CF)(F)F)C=C(N2)C2CCOCC2